2-(6-bromo-4-isopropyl-1-oxophthalazin-2(1H)-yl)-N-((1r,3s)-3-ethyl-3-hydroxycyclobutyl)acetamide BrC=1C=C2C(=NN(C(C2=CC1)=O)CC(=O)NC1CC(C1)(O)CC)C(C)C